(dicyanomethylene)indene C(#N)C(C#N)=C1C=CC2=CC=CC=C12